The molecule is a 15-HEPE that consists of (5Z,8Z,11Z,13E,17Z)-icosapentaenoic acid in which the 15-hydroxy group has S-configuration. It has a role as a human xenobiotic metabolite. It is a conjugate acid of a 15(S)-HEPE(1-). It is an enantiomer of a 15(R)-HEPE. CC/C=C\\C[C@@H](/C=C/C=C\\C/C=C\\C/C=C\\CCCC(=O)O)O